N-((R)-2-ethyl-4,4-difluorobutanoyl)-O-((1S,3S)-3-(2-(5,6,7,8-tetrahydro-1,8-naphthyridin-2-yl)ethyl)cyclobutyl)-L-homoserine C(C)[C@@H](C(=O)N[C@@H](CCOC1CC(C1)CCC1=NC=2NCCCC2C=C1)C(=O)O)CC(F)F